CC1=CC=C(N=N1)CNC=1C2=C(N=C(N1)N1CCN(CC1)C(C)=O)N=CC=C2 1-(4-(4-(((6-methylpyridazin-3-yl)methyl)amino)pyrido[2,3-d]pyrimidin-2-yl)piperazin-1-yl)ethan-1-one